tert-butyl (1s,4s)-5-{7-bromo-8-fluoro-6-iodo-2-[(oxetan-4-yl) oxy] quinazolin-4-yl}-2,5-diazabicyclo[2.2.1]heptane-2-carboxylate BrC1=C(C=C2C(=NC(=NC2=C1F)OC1CCO1)N1[C@@H]2CN([C@H](C1)C2)C(=O)OC(C)(C)C)I